8-(8-fluoro-7-(8-fluoronaphthalen-1-yl)-2-((tetrahydro-1H-pyrrolizin-7a(5H)-yl)methoxy)pyrido[4,3-d]pyrimidin-4-yl)-3-oxa-1,8-diazaspiro[4.5]decan-2-one FC1=C(N=CC2=C1N=C(N=C2N2CCC1(COC(N1)=O)CC2)OCC21CCCN1CCC2)C2=CC=CC1=CC=CC(=C21)F